4-iodo-1H-pyrazol IC=1C=NNC1